OC1=C(C=C(C(=C1)O)C(C)C)C1=NN=C(N1C1=CC=C(CNC(CNC(C)=O)=O)C=C1)O N-(2-((4-(3-(2,4-dihydroxy-5-isopropylphenyl)-5-hydroxy-4H-1,2,4-triazol-4-yl)benzyl)amino)-2-oxoethyl)acetamide